N-(2-[[(2S)-2-methylpyrrolidin-1-yl]methyl]-1H-pyrrolo[3,2-c]pyridin-6-yl)-4-[1-(pyridin-4-yl)ethyl]benzamide C[C@@H]1N(CCC1)CC1=CC=2C=NC(=CC2N1)NC(C1=CC=C(C=C1)C(C)C1=CC=NC=C1)=O